NC1CC(N(C1)C1=CC=C(C=C1)S(=O)(=O)N1CCN(CC1)C1=NC(=CC(=C1)C(C1COCC1)(F)F)Cl)=O 4-Amino-1-[4-[4-[6-chloro-4-[difluoro(tetrahydrofuran-3-yl)methyl]-2-pyridyl]piperazin-1-yl]sulfonylphenyl]pyrrolidin-2-one